NC=1C=2N(C3=CC(=C(C=C3N1)F)C(=O)N(CC=1N=NC(=CC1)C(F)(F)F)CC1CC1)C=NC2 4-amino-N-(cyclopropylmethyl)-7-fluoro-N-((6-(trifluoromethyl)pyridazin-3-yl)methyl)imidazo[1,5-a]quinoxaline-8-carboxamide